4-fluoro-N-{phenyl-[4-(prop-2-yl)phenyl]methyl}-1-[2-(pyrrolidine-1-sulfonyl)acetyl]pyrrolidine-2-carboxamide FC1CC(N(C1)C(CS(=O)(=O)N1CCCC1)=O)C(=O)NC(C1=CC=C(C=C1)C(C)C)C1=CC=CC=C1